(2S)-2-(methylamino)-4-tetra-hydropyran-4-ylidene-butanoic acid CN[C@H](C(=O)O)CC=C1CCOCC1